OC=1C=C(C(=C(C1)NC(C)=O)CC=C(C)C)\C=C\C1=CC(=C(C=C1)O)OC (E)-N-(5-hydroxy-3-(4-hydroxy-3-methoxystyryl)-2-(3-methylbut-2-en-1-yl)phenyl)acetamide